FC1=C2CCCOC2=CC(=C1)F 5,7-difluorochroman